2-bromo-8-(iodomethyl)naphthalene BrC1=CC2=C(C=CC=C2C=C1)CI